tert-butyl (exo)-3-({6-[5-fluoro-4-(1-methylpyrazol-4-yl)-1H-indazol-7-yl]pyridazin-3-yl}(methyl)amino)-8-azabicyclo[3.2.1]octane-8-carboxylate FC=1C(=C2C=NNC2=C(C1)C1=CC=C(N=N1)N(C1CC2CCC(C1)N2C(=O)OC(C)(C)C)C)C=2C=NN(C2)C